C[Si]1(CCN(CC1)C1=C(C=CC(=C1)NS(=O)(=O)CCO)NC(=O)C1=NC(=NC=C1)N1C[C@@H](OCC1)C)C (S)-N-(2-(4,4-dimethyl-1,4-azasilinan-1-yl)-4-((2-hydroxyethyl)sulfonamido)phenyl)-2-(2-methylmorpholino)pyrimidine-4-carboxamide